4-((1-(4-(2-(2-aminopyridin-3-yl)-5-(1-ethyl-1H-pyrazol-4-yl)-3H-imidazo[4,5-b]pyridin-3-yl)benzyl)piperidin-4-yl)amino)pyrimidine-2-carbonitrile NC1=NC=CC=C1C1=NC=2C(=NC(=CC2)C=2C=NN(C2)CC)N1C1=CC=C(CN2CCC(CC2)NC2=NC(=NC=C2)C#N)C=C1